FC(OC1=C(C(=O)N[C@H]2[C@H](C2)F)C(=CC(=C1)C=1C=NN2C1C=CC(=C2)C(C)(OCCN2CCOCC2)C)OC)F 2-(difluoromethoxy)-N-[(1R,2S)-2-fluorocyclopropyl]-6-methoxy-4-[6-[1-methyl-1-(2-morpholinoethoxy)ethyl]pyrazolo[1,5-a]pyridin-3-yl]benzamide